ClC1=C(C=CC(=C1)C(F)(F)F)NC(=O)C1(CCC1)N1N=CC2=C1CNC2 N-(2-chloro-4-(trifluoromethyl)phenyl)-1-(5,6-dihydropyrrolo[3,4-c]pyrazol-1(4H)-yl)cyclobutane-1-carboxamide